C(CCC)N1CC(C(C1)F)N 1-butyl-4-fluoropyrrolidin-3-amine